CCC[C@@H](C)[C@H]1CC[C@H]2[C@@H]3CCC4C[C@H](CC[C@]4(C)[C@H]3CC[C@]12C)O Cholan-3beta-ol